2,4-dichloroquinoline ClC1=NC2=CC=CC=C2C(=C1)Cl